tert-butyl 4,5-diamino-5-oxopentanoate hydrochloride Cl.NC(CCC(=O)OC(C)(C)C)C(=O)N